ClC1=C(C=CC=C1)[C@H]1[C@H](CN(C1)CC(F)F)C(=O)N1CCC(CC1)(C(=O)N[C@H](C)\C=C/S(=O)(=O)C)F 1-((3R,4R)-4-(2-chlorophenyl)-1-(2,2-difluoroethyl)pyrrolidine-3-carbonyl)-4-fluoro-N-((R,Z)-4-(methylsulfonyl)but-3-en-2-yl)piperidine-4-carboxamide